2-[4-[[(3-chloro-4-methyl-pyrimido[4',5':4,5]thieno[2,3-c]pyridazin-8-yl)amino]methyl]phenyl]propan-2-ol tert-butyl-4,4-dimethyl-7-nitro-3,4-dihydroisoquinoline-2(1H)-carboxylate C(C)(C)(C)C1N(CC(C2=CC=C(C=C12)[N+](=O)[O-])(C)C)C(=O)OC(C)(C)C1=CC=C(C=C1)CNC1=NC=NC2=C1SC=1N=NC(=C(C12)C)Cl